2-(adamantan-1-yl)-N-[4-(3,4-dimethylphenyl)-1-oxophthalazin-2(1H)-yl]acetamide C12(CC3CC(CC(C1)C3)C2)CC(=O)NN2C(C3=CC=CC=C3C(=N2)C2=CC(=C(C=C2)C)C)=O